C(C)(C)(C)OC(=O)N1CCC(CC1)C1=NN=CN1C 4-(4-methyl-4H-1,2,4-triazole-3-yl)piperidine-1-carboxylic acid tert-butyl ester